ethyl 2-((6-(3-(2-ethoxy-2-oxoethoxy)phenyl)-6-(5-(2-fluoro-5-((6-fluoro-4-vinyl-1H-indol-5-yl)oxy)phenyl)-1-(methyl-d3)-1H-1,2,4-triazol-3-yl)-2,2-dimethylheptyl)sulfonyl)acetate C(C)OC(COC=1C=C(C=CC1)C(CCCC(CS(=O)(=O)CC(=O)OCC)(C)C)(C)C1=NN(C(=N1)C1=C(C=CC(=C1)OC=1C(=C2C=CNC2=CC1F)C=C)F)C([2H])([2H])[2H])=O